NC1C(NC(NC1=O)=O)=O aminobarbituric acid